C1(=CC=CC=C1)N(C1=CC(=CC(=C1)NC1=CC=CC=C1)N(C1=CC=CC=C1)C1=CC=CC=C1)C1=CC=CC=C1 N1,N1,N3,N3,N5-pentaphenylbenzene-1,3,5-triamine